C(C)(C)(C)OC(=O)N[C@@H](C(=O)OC)COC (R)-methyl 2-(tert-butoxycarbonylamino)-3-methoxy-propionate